tert-butyl (2S,SR)-4-((5-cyclopropyl-4H-1,2,4-triazol-3-yl)(4-fluorophenyl)methyl)-2,5-dimethylpiperazine-1-carboxylate C1(CC1)C=1NC(=NN1)C(N1C[C@@H](N(C[C@@H]1C)C(=O)OC(C)(C)C)C)C1=CC=C(C=C1)F |&1:14|